COC(=O)C=1C=2CCCNC2C=CC1 1,2,3,4-tetrahydroquinoline-5-carboxylic acid methyl ester